N-((S)-1-(3-(difluoromethoxy)phenyl)but-3-en-1-yl)-2-methylpropane-2-sulfinamide FC(OC=1C=C(C=CC1)[C@H](CC=C)NS(=O)C(C)(C)C)F